2,2-difluoroethyl-methyl-sulfonic acid FC(CCS(=O)(=O)O)F